OCCN1C(NCC1)=O 1-(2-hydroxyethyl)imidazolidinone